2-[1-[(5S,7S)-7-fluoro-5-phenyl-6,7-dihydro-5H-pyrrolo[1,2-b][1,2,4]triazole-2-carbonyl]cyclopropyl]acetonitrile F[C@H]1C[C@H](N2N=C(N=C21)C(=O)C2(CC2)CC#N)C2=CC=CC=C2